3-(4-bromophenyl)morpholine BrC1=CC=C(C=C1)C1NCCOC1